BrC=1C(=NC(=NC1)NC1CCOCC1)C1=CC=C2CN(C(C2=C1)=O)CC(=O)N[C@H]([C@H](C)O)C1=CC=CC=C1 2-(6-{5-bromo-2-[(oxan-4-yl)amino]pyrimidin-4-yl}-1-oxo-2,3-dihydro-1H-isoindol-2-yl)-N-[(1S,2S)-2-hydroxy-1-phenylpropyl]-acetamide